ClC=1C=C2C(=C3C1NC(NC31CCCCC1)=O)OC(=N2)CCO 5-chloro-2-(2-hydroxyethyl)-7,8-dihydro-6H-spiro[[1,3]oxazolo[5,4-f]quinazoline-9,1'-cyclohexan]-7-one